(S)-2-((S)-3,3-Difluorocyclopentyl)-N-(5-(furan-2-yl)-1,3,4-thiadiazol-2-yl)-2-(4-(2-methyl-2H-tetrazol-5-yl)phenyl)acetamide FC1(C[C@H](CC1)[C@H](C(=O)NC=1SC(=NN1)C=1OC=CC1)C1=CC=C(C=C1)C=1N=NN(N1)C)F